FC(COC1=C(C=CC=C1)C1=NC(=CC2=C1CN(C2=O)C2=CC=C(C=C2)C(C)(C)O)C2CCOCC2)F 4-[2-(2,2-difluoroethoxy)phenyl]-2-[4-(2-hydroxypropan-2-yl)phenyl]-6-(oxan-4-yl)-2,3-dihydro-1H-pyrrolo[3,4-c]pyridin-1-one